FC=1C(=C(C=CC1)C#CC1=CC=CC=C1)OC=C fluoro-1-(phenylethynyl)-2-(vinyloxy)benzene